FC(C1=NN=C(S1)C1=NC=C2N1C=C(C=C2N2C[C@H](OC[C@@H]2C)CO)S(=O)(=O)NC2(CC2)C)F 3-(5-(difluoromethyl)-1,3,4-thiadiazol-2-yl)-8-((2S,5S)-2-(hydroxymethyl)-5-methylmorpholino)-N-(1-methylcyclopropyl)imidazo[1,5-a]pyridine-6-sulfonamide